C1(=CC(=CC(=C1)C(=O)O)C(=O)O)C(=O)O.ONC(\C=C\C1=CC=2C(=NOC2C2=CC=C(C=C2)C2=CC=NC=C2)C=C1)=O (E)-N-hydroxy-3-(3-(4-(pyridin-4-yl)phenyl)benzo[c]isoxazol-5-yl)acrylamide benzene-1,3,5-triyl-triformate